C[C@@]1(CN(CCOC1)C=1C2=C(N=C(N1)S(=O)(=O)C)SC1=C2C=CN=C1C1=C2C=NN(C2=CC(=C1C(F)(F)F)C)C1OCCCC1)O (6S)-6-methyl-4-(8-(6-methyl-1-(tetrahydro-2H-pyran-2-yl)-5-(trifluoromethyl)-1H-indazol-4-yl)-2-(methylsulfonyl)pyrido[4',3':4,5]thieno[2,3-d]pyrimidin-4-yl)-1,4-oxazepan-6-ol